OC1=CC=C(C=C1)SCCC(CC(CC)SC1=CC=C(C=C1)O)=O 1,5-bis(4-hydroxyphenylthio)3-oxoheptane